COC1=NC=CC(=C1)C=1C=CC=C(C1)O 5-(2-methoxypyridin-4-yl)phenol